OC1(CC1)C(=O)NC1=C(C2=C(C(OC(C2)(C)C)(C)C)S1)C(=O)N 2-(1-hydroxycyclopropanecarboxamido)-5,5,7,7-tetramethyl-5,7-dihydro-4H-thieno[2,3-c]pyran-3-carboxamide